C(\C=C\CCC)(=O)OCC trans-2-ethyl hexenoate